N1=CC=C(C=2C=CC=3N(C12)CC=NC3)C(=O)O pyrazino[1,2-a][1,8]naphthyridine-4-carboxylic acid